ClC1=CC(=NC=C1B1OC(C(O1)(C)C)(C)C)N1CC2N(C(C1)C2)CC=2C=NC(=C(C2)F)OC 3-(4-chloro-5-(4,4,5,5-tetramethyl-1,3,2-dioxaborolan-2-yl)pyridin-2-yl)-6-((5-fluoro-6-methoxypyridin-3-yl)methyl)-3,6-diazabicyclo[3.1.1]heptane